[SeH3+].CC1=CC=CC=2OC3=CC=CC=C3NC12 methylphenoxazine selenonium salt